Europium silicon germanium [Ge].[Si].[Eu]